{6-[4-(1H-Imidazol-4-yl)-phenyl]-pyrimidin-4-yl}-[2-(4-methoxy-2-methyl-indol-1-yl)-ethyl]-amin N1C=NC(=C1)C1=CC=C(C=C1)C1=CC(=NC=N1)NCCN1C(=CC2=C(C=CC=C12)OC)C